C(C)(C)(C)OC(=O)NC=1C(=C(C=C2C=C(N=CC12)NC(NC1CC(C1)OC)=O)C1=C(C2=C(OCCN2C(=O)OC(C)(C)C)N=C1)C)F tert-Butyl 7-[8-(tert-butoxycarbonylamino)-7-fluoro-3-[(3-methoxycyclobutyl)carbamoylamino]-6-isoquinolyl]-8-methyl-2,3-dihydropyrido[2,3-b][1,4]oxazine-1-carboxylate